OC1=CC(=C(C2=C1C(C=C(O2)C2=CC=C(C=C2)O)=O)CN2CCN(CC2)CC2=CC=C(C=C2)OC)O 5,7-dihydroxy-2-(4-hydroxyphenyl)-8-((4-(4-methoxybenzyl)piperazin-1-yl)methyl)-4H-benzopyran-4-one